5-Bromo-2-methoxy-3-nitrobenzonitrile BrC=1C=C(C(=C(C#N)C1)OC)[N+](=O)[O-]